C1(CC1)CNC(CC1C(N(C2=C(S1)N=CC=C2)CC)=O)=O N-(cyclopropylmethyl)-2-(1-ethyl-2-oxo-2,3-dihydro-1H-pyrido[2,3-b][1,4]thiazin-3-yl)acetamide